FC=1C=C(C=CC1CN1N=NC(=C1)C1=CC(=CC=C1)N1CCNCC1)C1=NN=CO1 5-(3-fluoro-4-((4-(3-(piperazin-1-yl)phenyl)-1H-1,2,3-triazol-1-yl)methyl)phenyl)-1,3,4-oxadiazole